C(C)OC([C@@H](NC(CC(C)O)=O)CC1=CC=CC=C1)=O N-beta-hydroxybutyryl-phenylalanine ethyl ester